ClC1=C(C#N)C=C(C=C1)C(=O)N1CC=2C(=NN3C=NN(C(C32)=O)[C@@H](C)C3=CC=C(C=C3)OC(F)F)C[C@H]1C 2-chloro-5-((R)-2-((S)-1-(4-(difluoromethoxy)phenyl)ethyl)-8-methyl-1-oxo-1,2,7,8,9,10-hexahydropyrido[4',3':3,4]Pyrazolo[1,5-d][1,2,4]Triazine-9-carbonyl)benzonitrile